N-[[4-(1,2-dihydroxyethyl)-7-[4-(trifluoromethoxy)phenyl]-2,3-dihydrobenzofuran-5-yl]methyl]-N-methyl-carbamic acid tert-butyl ester C(C)(C)(C)OC(N(C)CC=1C=C(C2=C(CCO2)C1C(CO)O)C1=CC=C(C=C1)OC(F)(F)F)=O